N-(2-((1r,3r,5r,7r)-adamantan-2-ylamino)ethyl)-1-(2,4-dichlorophenyl)-4-methyl-5-phenyl-1H-pyrrole-3-carboxamide C12C(C3CC(CC(C1)C3)C2)NCCNC(=O)C2=CN(C(=C2C)C2=CC=CC=C2)C2=C(C=C(C=C2)Cl)Cl